C(C1=CC=CC=C1)N(C(O)=O)C(CNCCCO)C1CC1.CS(=O)(=O)CC1=C(C=CC=C1)NC1=NC=CC(=N1)N1C(C2=CC=CC=C2C(C1)(C)C)=O (((((methylsulfonyl)methyl)phenyl)amino)pyrimidin-4-yl)-4,4-dimethyl-3,4-dihydroisoquinolin-1(2H)-one benzyl-(1-cyclopropyl-2-((3-hydroxypropyl)amino)ethyl)carbamate